OC1=C(N(CCO)CCC#N)C=CC=C1 hydroxyl-N-cyanoethyl-N-hydroxyethyl-aniline